FC=1C=C(C=NC1C)[C@H]1N(OCC1)C(C(CC#N)(C)C)=O 4-[(3S)-3-(5-fluoro-6-methylpyridin-3-yl)-1,2-oxazolidin-2-yl]-3,3-dimethyl-4-oxobutanenitrile